(S)-6-(isopropyl(methyl)amino)-2-(6-(5-isopropyl-5,6-dihydro-8H-[1,2,4]triazolo[3,4-c][1,4]oxazin-3-yl)pyridin-2-yl)-4-((methylamino)methyl)-2,3-dihydro-1H-pyrrolo[3,4-c]pyridin-1-one C(C)(C)N(C1=CC2=C(C(=N1)CNC)CN(C2=O)C2=NC(=CC=C2)C2=NN=C1COC[C@@H](N12)C(C)C)C